FC1(CNC(N(C1)[C@H](COC)C1=CC=2N(N=C1)C=C(N2)[C@H](COC(C(F)(F)F)(C)C)NC(OC(C)(C)C)=O)=O)F |o1:7| tert-butyl ((R)-1-(7-((S*)-1-(5,5-difluoro-2-oxotetrahydropyrimidin-1(2H)-yl)-2-methoxyethyl)imidazo[1,2-b]pyridazin-2-yl)-2-((1,1,1-trifluoro-2-methylpropan-2-yl)oxy)ethyl)carbamate